(3S)-2-[2-(benzyloxy)-3-fluorophenyl]-3-{4-[4-(2,2-dibutoxyethyl)piperidin-1-yl]-5-fluoro-2-methoxyphenyl}-2-azaspiro[3.4]octan-1-one C(C1=CC=CC=C1)OC1=C(C=CC=C1F)N1C(C2([C@@H]1C1=C(C=C(C(=C1)F)N1CCC(CC1)CC(OCCCC)OCCCC)OC)CCCC2)=O